(1s,2s)-2-fluoro-N-(6-(5-methylindol-4-yl)benzo[d]thiazol-2-yl)cyclopropane-1-carboxamide F[C@@H]1[C@@H](C1)C(=O)NC=1SC2=C(N1)C=CC(=C2)C2=C1C=CNC1=CC=C2C